FC1=C(C(=C(C(=C1F)S(NC1=CC(=CC=C1)C1=CC2=C(N(C=N2)C)C=C1C(F)(F)F)(=O)=O)F)F)NC(C)=O N-(2,3,5,6-tetrafluoro-4-(N-(3-(1-methyl-6-(trifluoromethyl)-1H-benzo[d]imidazol-5-yl)phenyl)sulfamoyl)phenyl)acetamide